2,4,5,6-tetrakis(bis(4-cyanophenyl)amino)isophthalonitrile C(#N)C1=CC=C(C=C1)N(C1=C(C#N)C(=C(C(=C1C#N)N(C1=CC=C(C=C1)C#N)C1=CC=C(C=C1)C#N)N(C1=CC=C(C=C1)C#N)C1=CC=C(C=C1)C#N)N(C1=CC=C(C=C1)C#N)C1=CC=C(C=C1)C#N)C1=CC=C(C=C1)C#N